ClC1=CC=C2C(=NC(N(C2=C1)C=1C=NC=CC1)=O)NC1(CC1)C=C 7-chloro-4-((1-ethenylcyclopropyl)amino)-1-(pyridin-3-yl)quinazolin-2(1H)-one